C(C1=CC=CC=C1)OC1=C(C=CC(=C1)N1N=CC=N1)C=1N=C2N(C=CC(=N2)C=2CC(NC(C2)(C)C)(C)C)C1 2-(2-(benzyloxy)-4-(2H-1,2,3-triazol-2-yl)phenyl)-7-(2,2,6,6-tetramethyl-1,2,3,6-tetrahydropyridin-4-yl)imidazo[1,2-a]pyrimidine